FC1(C2CN(CC12)C1=NC(=CC(=N1)C1=NN=C(O1)C1=C(C=C(C=C1)NS(=O)(=O)CCO)N1CCC2(CC2)CC1)C)F N-(4-(5-(2-(6,6-difluoro-3-azabicyclo[3.1.0]hexane-3-yl)-6-methylpyrimidin-4-yl)-1,3,4-oxadiazol-2-yl)-3-(6-azaspiro[2.5]octane-6-yl)phenyl)-2-hydroxyethane-1-sulfonamide